2,4-difluorophenyl-4-bromobutyl ether FC1=C(C=CC(=C1)F)C(CCCOCCCC(C1=C(C=C(C=C1)F)F)Br)Br